N-[(9H-Fluoren-9-ylmethoxy)carbonyl]-L-glutamic Acid C1=CC=CC=2C3=CC=CC=C3C(C12)COC(=O)N[C@@H](CCC(=O)O)C(=O)O